2-(hydroxymethyl)-1-methylpyridine iodide [I-].OCC1N(C=CC=C1)C